ClC=1C=CC=C2C=CC=C(C12)N1CC=2C(=C(N=C(C2CC1)N1CCN(CC1)C(=O)OC(C)(C)C)OC[C@H]1N(CCC1)C)C#N tert-butyl (S)-4-(6-(8-chloronaphthalen-1-yl)-4-cyano-3-((1-methylpyrrolidin-2-yl)methoxy)-5,6,7,8-tetrahydro-2,6-naphthyridin-1-yl)piperazine-1-carboxylate